FC1(CCN(CC1)CCOC1=CC=C(CCNC2=NC=3N(C(=N2)N)N=C(N3)C=3OC=CC3)C=C1)F N5-(4-(2-(4,4-difluoropiperidin-1-yl)ethoxy)phenethyl)-2-(furan-2-yl)-[1,2,4]triazolo[1,5-a][1,3,5]triazine-5,7-diamine